(S,Z)-methyl 3-(2-(3-(2,3-bis(tert-butoxycarbonyl)guanidino)-benzamido)acetamido)-2-(2-chloro-6-methylbenzamido)propanoate C(C)(C)(C)OC(=O)\N=C(\NC=1C=C(C(=O)NCC(=O)NC[C@@H](C(=O)OC)NC(C2=C(C=CC=C2C)Cl)=O)C=CC1)/NC(=O)OC(C)(C)C